5-(2-(aminomethyl)-4-(1-cyclopropoxy-1-phenyl-2-((tetrahydro-2H-pyran-2-yl)oxy)ethyl)quinazolin-6-yl)-1,3-dimethylpyridin-2(1H)-one NCC1=NC2=CC=C(C=C2C(=N1)C(COC1OCCCC1)(C1=CC=CC=C1)OC1CC1)C=1C=C(C(N(C1)C)=O)C